C1=CC=CC=2C3=CC=CC=C3C(C12)COC(=O)NC(C(=O)OCC)(CCOCCOCCNC1=CC=C(C2=NON=C21)[N+](=O)[O-])CC ethyl 2-((((9H-fluoren-9-yl)methoxy)carbonyl)amino)-2-ethyl-4-(2-(2-((7-nitrobenzo[c][1,2,5]oxadiazol-4-yl)amino)ethoxy)ethoxy)butanoate